(3-Amino-6-bromo-5-methyl-2-pyridyl)-[7-fluoro-1-(p-tolylsulfonyl)indazol-4-yl]methanone NC=1C(=NC(=C(C1)C)Br)C(=O)C1=C2C=NN(C2=C(C=C1)F)S(=O)(=O)C1=CC=C(C=C1)C